C(C)C=1N=CN(C1)C1=CCC2C3CC=C4C[C@H](CC[C@@]4(C3CC[C@]12C)C)NC(=O)N1CC=NC=C1 N-((3S,10R,13S)-17-(4-ethyl-1H-imidazol-1-yl)-10,13-dimethyl-2,3,4,7,8,9,10,11,12,13,14,15-dodecahydro-1H-cyclopenta[a]phenanthren-3-yl)pyrazine-4-carboxamide